racemic-1-bromo-4-(2,2-difluorocyclopropyl)benzene BrC1=CC=C(C=C1)[C@@H]1C(C1)(F)F |r|